C(C(C)(C)C)(=O)NCCCC(=O)OC1=C2C(=CNC2=CC=C1)CCN(C)C 3-(2-(dimethylamino)ethyl)-1H-indol-4-yl 4-pivalamidobutanoate